6'-[4-oxo-4-({3-[3-(pyridin-3-yl)phenyl]propyl}amino)butoxy]-2',3'-dihydrospiro[cyclohexane-1,1'-indene]-4-carboxylic acid O=C(CCCOC1=CC=C2CCC3(C2=C1)CCC(CC3)C(=O)O)NCCCC3=CC(=CC=C3)C=3C=NC=CC3